tetrabutyl-1,3-butanediamine C(CCC)C(C(N)(CCCC)CCCC)(C(C)N)CCCC